O=C1NC(CCC1N1C(C2=CC=CC(=C2C1=O)N1CCN(CC1)C(CC(CC(=O)O)(C)C)=O)=O)=O 5-(4-(2-(2,6-dioxopiperidin-3-yl)-1,3-dioxoisoindolin-4-yl)piperazin-1-yl)-3,3-dimethyl-5-oxopentanoic acid